4-methylcyclopentane-1,3-diol CC1C(CC(C1)O)O